C1(CC1)C1=NOC(=N1)C(C)N1C[C@@H](N(C[C@H]1C)C(=O)OC(C)(C)C)C tert-butyl (2S,5R)-4-(1-(3-cyclopropyl-1,2,4-oxadiazol-5-yl)ethyl)-2,5-dimethylpiperazine-1-carboxylate